undecyl alcohol potassium salt [K].C(CCCCCCCCCC)O